[C@H](C)(CC)N1CC(C(CC1)(C)C)OC=1C=C2CN(C(C2=CC1)=O)C1C(NC(CC1)=O)=O 3-(5-((1-((S)-sec-butyl)-4,4-dimethylpiperidin-3-yl)oxy)-1-oxoisoindolin-2-yl)piperidine-2,6-dione